CC1(OB(OC1(C)C)C1=CC2=C(N(C=N2)CCO)C=C1)C 2-(5-(4,4,5,5-tetramethyl-1,3,2-dioxaborolan-2-yl)-1H-benzo[d]imidazol-1-yl)ethanol